NC1CCN(CC1)C1=CC(=C(C=C1[N+](=O)[O-])NC1=NC=CC(=N1)C1=CN(C2=CC=CC=C12)C)OC N-[4-(4-aminopiperidin-1-yl)-2-methoxy-5-nitrophenyl]-4-(1-methyl-1H-indol-3-yl)pyrimidin-2-amine